CNC1=CC=CC=2N(C(NC21)=O)C2CCNCC2 4-(Methylamino)-1-(piperidin-4-yl)-2,3-dihydro-1H-1,3-benzodiazol-2-one